FC=1C=C(C=CC1C)N1CC(C=2C1=NC=C(N2)C(=O)N2C(CN(CC2)C2=CC=C(C=N2)CC(=O)O)(C)C)(C)C 2-(6-(4-(5-(3-fluoro-4-methylphenyl)-7,7-dimethyl-6,7-dihydro-5H-pyrrolo[2,3-b]pyrazine-2-carbonyl)-3,3-dimethylpiperazin-1-yl)pyridin-3-yl)acetic acid